NC1=NC=2C=CC(=CC2C2=C1C(OC2)C)C(=O)N(C2CCCC=1N=C(SC12)C=1C=NN(C1)C)C 4-amino-N,3-dimethyl-N-(2-(1-methyl-1H-pyrazol-4-yl)-4,5,6,7-tetrahydrobenzothiazol-7-yl)-1,3-dihydrofuro[3,4-c]quinoline-8-carboxamide